COC1=C(C(=NC(=N1)C1=NC=C(C=C1)C)SC1=CC=C(C=C1)C)C(F)(F)F 6-methoxy-2-(5-methyl-2-pyridyl)-4-[(4-methylphenyl)thio]-5-trifluoromethylpyrimidine